ClC1=C(C(=CC=C1C(F)(F)F)/C=N/C)O (E)-2-chloro-6-((methylimino)methyl)-3-(trifluoromethyl)phenol